(5-((7-oxo-7,8-dihydro-1,8-naphthyridin-4-yl)amino)-2,3-dihydro-1H-indene-2-yl)sulfamide dihydrochloride Cl.Cl.O=C1C=CC=2C(=CC=NC2N1)NC=1C=C2CC(CC2=CC1)NS(=O)(=O)N